Di-tert-butyl 2-(2,6-dimethylpyridin-4-yl)-3-(tetrahydro-2H-pyran-4-yl)-7,8-dihydro-1H-pyrrolo[3,2-b][1,7]naphthyridine-1,6(5H)-dicarboxylate CC1=NC(=CC(=C1)C1=C(C2=NC=3CN(CCC3C=C2N1C(=O)OC(C)(C)C)C(=O)OC(C)(C)C)C1CCOCC1)C